(R)-1-(5-BROMO-2-CYANOPHENYL)PIPERIDINE-3-CARBOXYLIC ACID BrC=1C=CC(=C(C1)N1C[C@@H](CCC1)C(=O)O)C#N